tert-butyl N-[6-fluoro-5-[4-(6-methoxyimidazo-[1,2-a]pyridin-2-yl)phenyl]pyridin-2-yl]-N-[2-(2-iodoethoxy)ethyl]carbamate FC1=C(C=CC(=N1)N(C(OC(C)(C)C)=O)CCOCCI)C1=CC=C(C=C1)C=1N=C2N(C=C(C=C2)OC)C1